6-(Trifluoromethyl)pyridin-3-amine FC(C1=CC=C(C=N1)N)(F)F